FC=1C=CC(=C(C1)C1=CC=C(S1)[C@@H](C)NC(=O)C1=NN(C(C=C1)=O)C1=C(C=CC=C1)F)CNCCO N-[(1R)-1-[5-[5-fluoro-2-[(2-hydroxyethylamino)methyl]phenyl]-2-thienyl]ethyl]-1-(2-fluorophenyl)-6-oxo-pyridazine-3-carboxamide